7-methoxy-1-{[(6S)-4-oxo-5-azaspiro[2.4]hept-6-yl]methoxy}isoquinoline-6-carboxamide COC1=C(C=C2C=CN=C(C2=C1)OC[C@H]1NC(C2(CC2)C1)=O)C(=O)N